4-(3-methoxy-5-phenylbenzoyl)-7-acetyl-3,4-dihydroquinoxalin-2(1H)-one COC=1C=C(C(=O)N2CC(NC3=CC(=CC=C23)C(C)=O)=O)C=C(C1)C1=CC=CC=C1